2-amino-5-(p-toluenesulfonyl)pyrazolo[1,5-a]pyrimidine-3-carboxylic acid tert-butyl ester C(C)(C)(C)OC(=O)C=1C(=NN2C1N=C(C=C2)S(=O)(=O)C2=CC=C(C)C=C2)N